ClC1=C(C=CC(=C1)N1CCN(CC1)C)NC1=NC=C(C(=N1)NCCCN1C(COCCC1)=O)C(F)(F)F 4-(3-((2-((2-chloro-4-(4-methylpiperazin-1-yl)phenyl)amino)-5-(trifluoromethyl)pyrimidin-4-yl)amino)propyl)-1,4-oxazepan-3-one